[C@H]12CN(C[C@H](CC1)N2)C2=NC(=NC1=C(C(=C(C=C21)Cl)C2=C(C=CC=C2F)O)F)\C=C\C2=CC=C(C=C2)N(C)C 2-(4-((1R,5S)-3,8-diazabicyclo[3.2.1]octan-3-yl)-6-chloro-2-((E)-4-(dimethylamino)styryl)-8-fluoroquinazolin-7-yl)-3-fluorophenol